OC1=CC=C(C=C1)C(C)(C)C=1C=C(C(=CC1O)O)C(C)(C)C1=CC(=CC=C1)C(C)(C)C1=CC(=C(C=C1O)O)C(C)(C)C1=CC=C(C=C1)O 1-[1-{3-(1-[4-hydroxyphenyl]-1-methylethyl)-4,6-dihydroxyphenyl}-1-methylethyl]-3-[1-{3-(1-[4-hydroxyphenyl]-1-methylethyl)-4,6-dihydroxyphenyl}-1-methylethyl]benzene